NC1=CC(=C(C=C1OC)C1=NC=C(C2=C1C(=NO2)N)C=2C=NN(C2)C2OCCCC2)F 4-(4-amino-2-fluoro-5-methoxyphenyl)-7-(1-(tetrahydro-2H-pyran-2-yl)-1H-pyrazol-4-yl)isoxazolo[4,5-c]pyridin-3-amine